C(C1=CC=CC=C1)OC(=O)N1C2CN(CC1CC2)C=2C1=C(N=C(N2)OC[C@H]2NCCC2)CN(CC1)C1=CC=CC2=CC=CC(=C12)Cl (S)-2-(((4-(8-((benzyloxy)carbonyl)-3,8-diazabicyclo[3.2.1]octane-3-yl)-7-(8-chloronaphthalen-1-yl)-5,6,7,8-tetrahydropyrido[3,4-d]pyrimidin-2-yl)oxy)methyl)pyrrolidine